N-((5-(tert-butyl)-2-methoxyphenyl)sulfonyl)-5-(3-methyl-4-nitro-1H-pyrazol-1-yl)quinoline-2-carboxamide C(C)(C)(C)C=1C=CC(=C(C1)S(=O)(=O)NC(=O)C1=NC2=CC=CC(=C2C=C1)N1N=C(C(=C1)[N+](=O)[O-])C)OC